N[C@@H](CCC(NCCOCCOCC(NCCOCCOCC(=O)OC)=O)=O)C(=O)OC(C)(C)C (S)-23-tert-butyl 1-methyl 22-amino-10,19-dioxo-3,6,12,15-tetraoxa-9,18-diazatricosane-1,23-dioate